F[C@@H]1CN(CC[C@@H]1NC1=NN2C(C(=N1)OC)=C(C(=C2)F)C=2C=CC1=C(N(N=N1)CCF)C2)C(C([2H])([2H])[2H])=O 1-((3R,4S)-3-fluoro-4-((6-fluoro-5-(1-(2-fluoroethyl)-1H-benzo[d][1,2,3]triazol-6-yl)-4-methoxypyrrolo[2,1-f][1,2,4]triazin-2-yl)amino)piperidin-1-yl)ethan-1-one-2,2,2-d3